(S)-4-(4-(tert-butoxy)-2-(4-(5-chloro-2-propionylphenyl)-5-methoxy-2-oxopyridin-1(2H)-yl)butanoylamino)benzoic acid C(C)(C)(C)OCC[C@@H](C(=O)NC1=CC=C(C(=O)O)C=C1)N1C(C=C(C(=C1)OC)C1=C(C=CC(=C1)Cl)C(CC)=O)=O